OC1=CC=C(C=C1)C1COC2=C(C(=CC=C2C1C1=CC=C(C=C1)OC)OC)C 3-(4-hydroxyphenyl)-4-(4-methoxyphenyl)-7-methoxy-8-methylchroman